(7R)-2-{2-[1-(cyclopropylmethyl)-6-[3-(pyridin-3-yl)azetidin-1-yl]-1H-pyrrolo[2,3-b]pyridin-2-yl]-7-methoxy-1-methyl-1H-1,3-benzodiazole-5-carbonyl}-2-azabicyclo[2.2.1]heptan-7-amine C1(CC1)CN1C(=CC=2C1=NC(=CC2)N2CC(C2)C=2C=NC=CC2)C2=NC1=C(N2C)C(=CC(=C1)C(=O)N1C2CCC(C1)[C@H]2N)OC